N-(3-(Dimethylamino)propyl)-5,7-diphenylpyrazolo[1,5-a]pyrimidine-2-carboxamide CN(CCCNC(=O)C1=NN2C(N=C(C=C2C2=CC=CC=C2)C2=CC=CC=C2)=C1)C